3-(4-(5-((6-(3,5-dichlorophenyl)-4-((methylamino)methyl)pyridin-2-yl)oxy)pyridin-2-yl)piperazin-1-yl)propanoic acid ClC=1C=C(C=C(C1)Cl)C1=CC(=CC(=N1)OC=1C=CC(=NC1)N1CCN(CC1)CCC(=O)O)CNC